FC(C=1C(=C(C=CC1)[C@@H](C)NC1=C2C=C(C(N(C2=NC=C1)C)=O)C(=O)O)F)F (R)-5-((1-(3-(difluoromethyl)-2-fluorophenyl)ethyl)amino)-1-methyl-2-oxo-1,2-dihydro-1,8-naphthyridine-3-carboxylic acid